C(C)(C)(C)C=1N(N=C2C1CN(CC2)C(=O)O)C2=CC=NC1=CC(=CC=C21)OC.ClC2=CC=C(C=C2)CCC(N)C(=O)O 2-(p-chlorophenyl-ethyl)glycine tert-butyl-2-(7-methoxy-4-quinolyl)-6,7-dihydro-4H-pyrazolo[4,3-c]pyridine-5-carboxylate